BrCC(=O)C1=NN=C(S1)CNC(C(C)(C)C)=O N-((5-(2-bromoacetyl)-1,3,4-thiadiazol-2-yl)methyl)pivalamide